FC=1C=C(C=CC1O)CC(=O)O 3-fluoro-4-hydroxy-phenylacetic acid